ClC1=CC2=C(N=C(S2)C2=NC(OC2)=O)C=C1 4-(6-Chlorobenzothiazol-2-yl)oxazolin-2-one